dibutyl-dithiocarbamic acid lead [Pb].C(CCC)N(C(S)=S)CCCC